C(C)(C)(C)OC(=O)N1CC2=C(C=C(C(=C2CC1)F)C(F)F)Br 8-Bromo-6-(difluoromethyl)-5-fluoro-3,4-dihydroisoquinoline-2(1H)-carboxylic acid tert-butyl ester